trimethylbutyl-ammonium tetracyanoborate C(#N)[B-](C#N)(C#N)C#N.C[N+](CCCC)(C)C